C=1N=CN2C1C=C(C=C2)C2=C(C=1CCCC1C=C2C)N 5-(imidazo[1,5-a]pyridin-7-yl)-6-methyl-2,3-dihydro-1H-inden-4-amine